Sodium carbonate sodium hydroxide [OH-].[Na+].C([O-])(O)=O.[Na+]